Ethyl (S)-3-(Biphenyl-3-yl)-3-(3-(1-ethyl-4-hydroxy-5-methyl-2-oxo-1,2-dihydropyridin-3-yl)ureido)propanoat C1(=CC(=CC=C1)[C@H](CC(=O)OCC)NC(=O)NC=1C(N(C=C(C1O)C)CC)=O)C1=CC=CC=C1